ClC1=CC=C(C2=C1C=C(O2)F)COC2=NC=C(C=N2)F ((4-chloro-2-fluorobenzofuran-7-yl)methoxy)-5-fluoropyrimidine